α,α-dichlorocyclohexanone C1CCC(C(=O)C1)(Cl)Cl